tert-Butyl 7-(6-bromoquinazolin-4-yl)-4,7-diazaspiro[2.5]octane-4-carboxylate BrC=1C=C2C(=NC=NC2=CC1)N1CCN(C2(CC2)C1)C(=O)OC(C)(C)C